C(C)(C)(C)C1=NOC(=C1)NC(N)=O 3-(3-(tert-butyl)isoxazol-5-yl)urea